N1C=NC2=C1C=CC(=C2)N2C(NCC2C2=CC=C(C=C2)C2CCC(CC2)=O)=O 1-(1H-benzo[d]imidazol-5-yl)-5-(4-(4-oxocyclohexyl)phenyl)imidazolidin-2-one